FC(C=1C(=CNC(C1)=O)C(=O)NC1=C(C=C(C(=C1)C=1C=NC(=CC1)N1C[C@H](OCC1)C)F)N1C[C@@H](N([C@@H](C1)C)C)C)F 4-(difluoromethyl)-N-[4-fluoro-5-[6-[(2R)-2-methylmorpholin-4-yl]pyridin-3-yl]-2-[(3S,5R)-3,4,5-trimethylpiperazin-1-yl]phenyl]-6-oxo-1H-pyridine-3-carboxamide